azetidine-2-carboxamide TFA salt OC(=O)C(F)(F)F.N1C(CC1)C(=O)N